tert-butyl-3-acetylazetidine C(C)(C)(C)N1CC(C1)C(C)=O